C(\C=C/C(=O)O)(=O)O.CN(C(COC(C1=CC(=C(C(=C1)OC)OC)OC)=O)(CC)C1=CC=CC=C1)C.CC(C)(C=CC(C)(OOC(C)(C)C)C)OOC(C)(C)C 2,5-dimethyl-2,5-bis(t-butylperoxy)hexene [2-(dimethylamino)-2-phenylbutyl]-3,4,5-trimethoxybenzoate maleate